NC(C(=O)O)CC=C 2-Amino-4-pentenoic acid